4-[3-(5-Fluoro-2-pyridyl)-1-methyl-pyrazol-4-yl]-6-methyl-1H-pyrazolo[3,4-d]pyrimidine FC=1C=CC(=NC1)C1=NN(C=C1C1=C2C(=NC(=N1)C)NN=C2)C